4-(6-chlorobenzofuran-2-yl)-2-(1H-pyrazol-5-yl)thiazole ClC1=CC2=C(C=C(O2)C=2N=C(SC2)C2=CC=NN2)C=C1